6-((1r,4r)-4-(2-Fluoro-6-methylphenyl)cyclohexyl)-2-methyl-8-((3-(trifluoromethyl)pyridin-2-yl)methyl)pyrido[2,3-d]pyrimidin-7(8H)-one FC1=C(C(=CC=C1)C)C1CCC(CC1)C1=CC2=C(N=C(N=C2)C)N(C1=O)CC1=NC=CC=C1C(F)(F)F